6,7-dichloro-4-(3,5-dimethylphenyl)thieno[3,2-d]pyrimidine ClC1=C(C=2N=CN=C(C2S1)C1=CC(=CC(=C1)C)C)Cl